ClC=1C=C(C=C(C1)OC(C)C)C=1C(=NN(C1C(=O)O)C=1SC(=C(N1)C1=CC(=C(C=C1)Cl)Cl)SC(C)C)C 4-(3-chloro-5-isopropoxyphenyl)-1-(4-(3,4-dichlorophenyl)-5-(isopropylthio)thiazol-2-yl)-3-methyl-1H-pyrazole-5-carboxylic acid